[I].C(CCCCC)N1CC=CC2=CC=CC=C12 1-n-hexyl-quinoline iodine salt